C1(CC1)S(=O)(=O)NC=1C(=C(C=C(C1)F)CNC(=O)C=1SC(=CN1)C1=NC(=CN=C1)OCC)F N-[(3-cyclopropanesulfonamido-2,5-difluorophenyl)methyl]-5-(6-ethoxypyrazin-2-yl)-1,3-thiazole-2-carboxamide